2-[3-(2H-benzotriazol-2-yl)-4-hydroxyphenyl]-ethyl methacrylate C(C(=C)C)(=O)OCCC1=CC(=C(C=C1)O)N1N=C2C(=N1)C=CC=C2